CN1N=C(C=C1)C1=C(C=CC(=C1)C1CCC(CC1)C(F)(F)F)CN (2-(1-methyl-1H-pyrazol-3-yl)-4-(4-(trifluoromethyl)cyclohexyl)phenyl)methanamine